C(=C)C1(CCC(O1)C(C=O)C)C (βS,2'R,5'S)-2-(5-ethenyl-5-methyloxolan-2-yl)propanal